tert-butyl-7-oxo-3-(tetrahydropyran-2-yloxymethyl)spiro[5H-cyclopenta[c]pyridine-6,4'-piperidine] C(C)(C)(C)N1CCC2(CC1)CC1=C(C=NC(=C1)COC1OCCCC1)C2=O